4-(4-(2-(5-amino-8-(furan-2-yl)-1-methyl-2-oxo-1H-pyrazolo[5,1-i]purin-3(2H)-yl)ethyl)piperazin-1-yl)-3-fluoro-N-(2-morpholinoethyl)benzamide NC=1N2C(C=3N(C(N(C3N1)CCN1CCN(CC1)C1=C(C=C(C(=O)NCCN3CCOCC3)C=C1)F)=O)C)=CC(=N2)C=2OC=CC2